C(C1=CC=CC=C1)OCC1NC(CNC1)C1=CC(=NC(=C1)Cl)Br 2-((benzyloxy)methyl)-6-(2-bromo-6-chloropyridin-4-yl)piperazine